3-chloro-2-(2-chloroethoxy)-5-(5-((2-(methylthio)pyrimidin-4-yl)methoxy)-1,3,4-oxadiazol-2-yl)benzonitrile ClC=1C(=C(C#N)C=C(C1)C=1OC(=NN1)OCC1=NC(=NC=C1)SC)OCCCl